racemic-9-(3-chlorophenyl)-N-[3-(4-methylimidazol-1-yl)-1-bicyclo[1.1.1]pentanyl]-6,7,8,9-tetrahydro-5H-[1,2,4]triazolo[1,5-a]azepin-2-amine ClC=1C=C(C=CC1)[C@@H]1C=2N(CCCC1)N=C(N2)NC21CC(C2)(C1)N1C=NC(=C1)C |r|